4-(5-isopropoxy-6-methoxybenzo[b]thiophen-2-yl)-2-methyl-4-oxobutanoic acid methyl ester COC(C(CC(=O)C1=CC2=C(S1)C=C(C(=C2)OC(C)C)OC)C)=O